5-(2-furoyl)amino-3-(1-(3-pentyl)piperidin-4-yl)-1H-indole O1C(=CC=C1)C(=O)NC=1C=C2C(=CNC2=CC1)C1CCN(CC1)C(CC)CC